1,1,1,3,3,3-Hexafluoropropan-2-yl 4-(2-((1-(1-((isopropoxycarbonyl) oxy)ethoxy)-2-methyl-1-oxopropan-2-yl)oxy)-4-(trifluoromethyl) benzyl)piperazine-1-carboxylate C(C)(C)OC(=O)OC(C)OC(C(C)(C)OC1=C(CN2CCN(CC2)C(=O)OC(C(F)(F)F)C(F)(F)F)C=CC(=C1)C(F)(F)F)=O